C1=CC(=C(C(=C1)O)O)C2=C(C(=O)C3=C(C=C(C=C3O2)O)O)O 3,3',4',5,7-pentahydroxy-2-phenylchromen-4-one